BrCC1(CC1)CN1C(CC2(CC2)C1)C(=O)OC methyl 6-{[(bromomethyl) cyclopropyl] methyl}-6-azaspiro[2.4]heptane-5-carboxylate